(E)-2-bromo-4-((E)-(4-hydroxyphenylimino)methyl)-6-methoxyphenyl 3-(4-bromophenyl)acrylate BrC1=CC=C(C=C1)/C=C/C(=O)OC1=C(C=C(C=C1OC)/C=N/C1=CC=C(C=C1)O)Br